C1(CCC1)N(CC(=O)NC=1N=CC2=CC=C(C=C2C1)C=1N=NN(C1)C)C 2-(cyclobutyl-(methyl)amino)-N-(6-(1-methyl-1H-1,2,3-triazol-4-yl)isoquinolin-3-yl)acetamide